COCOC1=C(C(=CC(=C1)C#C)OCOC)C(C)C 1,3-Bis[(methoxymethyl)oxy]-5-ethynyl-2-isopropylbenzene